CC=1N=C(C2=C(N1)C=CC=N2)N methylpyrido[3,2-d]pyrimidin-4-amine